4-amino-1-[(2R)-6-amino-2-[[2-[[(2R)-2-amino-3-phenyl-propionyl]amino]-4,4,4-trifluorobutanoyl]amino]hexanoyl]piperidine-4-carboxylic acid NC1(CCN(CC1)C([C@@H](CCCCN)NC(C(CC(F)(F)F)NC([C@@H](CC1=CC=CC=C1)N)=O)=O)=O)C(=O)O